CN(C1=CC2=C(N=C(S2)C2=NN=C3N2CCN([C@@H]3C)C(=O)C3=CC(=C(C=C3)F)[2H])C=C1)C (R)-(3-(6-Dimethylaminobenzo[d]thiazol-2-yl)-8-methyl-5,6-dihydro-[1,2,4]triazolo[4,3-a]pyrazin-7(8H)-yl)(4-fluorophenyl-3-d)methanone